FC1=C(C=O)C(=C(C(=C1F)C=O)F)F 2,3,5,6-tetrafluoro-terephthalaldehyde